tert-butyl ((3R)-1-(7-isopropyl-2-methyl-7,8-dihydro-6H-pyrimido[5,4-b][1,4]oxazin-4-yl)pyrrolidin-3-yl)(methyl)carbamate C(C)(C)C1NC2=C(OC1)C(=NC(=N2)C)N2C[C@@H](CC2)N(C(OC(C)(C)C)=O)C